(2-(Diethoxyphosphoryl)ethoxy)methyltetrahydrofuran-2,3,4-triyl Triacetate C(C)(=O)OC1(OCC(C1OC(C)=O)OC(C)=O)COCCP(=O)(OCC)OCC